FC=1C=C(C=CC1F)[C@H]1[C@@H](CN(C1)C(CO)COC)NC(=O)NC1=C(C(=NN1C1=CC=CC=C1)OCC)C 1-((3s,4r)-4-(3,4-difluorophenyl)-1-(1-hydroxy-3-methoxypropane-2-yl)pyrrolidin-3-yl)-3-(3-ethoxy-4-methyl-1-phenyl-1H-pyrazol-5-yl)urea